CS(=O)(=O)N1CCC(CC1)NC1=NC2=C(C=CC=C2C=N1)N1CC2(C1)CNCC2 N-(1-(methyl-sulfonyl)piperidin-4-yl)-8-(2,6-diazaspiro[3.4]octan-2-yl)quinazolin-2-amine